C(#N)C=1C=C(C(=NC1)[C@H](C)NC(C(=C)C=1C(NC2=CC=C(C(=C2C1C)F)F)=O)=O)F Rel-(2R*)-N-[(1S)-1-(5-cyano-3-fluoropyridin-2-yl)ethyl]-2-(5,6-difluoro-4-methyl-2-oxo-1H-quinolin-3-yl)propenamide